N,N'-bis(3-dimethylaminopropyl)oxalamide CN(CCCNC(C(=O)NCCCN(C)C)=O)C